manganese phosphate lithium iron phosphate P(=O)([O-])([O-])[O-].[Fe+2].[Li+].P(=O)([O-])([O-])O.[Mn+2]